7-Bromo-1-(3,4,5-trimethoxyphenyl)pyrrolo[1,2-a]pyrazine BrC=1C=C2N(C=CN=C2C2=CC(=C(C(=C2)OC)OC)OC)C1